tert-Butyl 4-chloro-8,9-dihydro-5H-pyrimido[5',4':4,5]thieno[2,3-d]azepine-7(6H)-carboxylate ClC1=NC=NC2=C1C1=C(CCN(CC1)C(=O)OC(C)(C)C)S2